[C@@H]12N(C[C@@H](NC1)C2)C=2C=CC=1N=CN=C(C1N2)NC2=C(C(=C(C=C2)OC[C@@H]2OCCC2)F)F 6-((1S,4S)-2,5-diazabicyclo[2.2.1]heptan-2-yl)-N-(2,3-difluoro-4-(((R)-tetrahydrofuran-2-yl)methoxy)phenyl)pyrido[3,2-d]pyrimidin-4-amine